ClC1=C(C=CC=C1N)C1=C(C=CC=C1)F 2-chloro-2'-fluoro-[1,1'-biphenyl]-3-amine